NCC(=O)N[C@H](CCC(N)=O)C(=O)O N2-glycyl-D-glutamine